C(C=C)N1SC2=C(C3=C1N=CC=C3)N=C(N=C2)NC2=CC(=C(C=C2)N2CCNCC2)C 6-allyl-N-[3-methyl-4-(piperazin-1-yl)phenyl]-6H-pyrido[2,3-c]pyrimido[4,5-e][1,2]thiazin-2-amine